[3-(4-benzhydryl-1-piperazinyl)propyl]-2-ethoxy-1H-benzimidazole C(C1=CC=CC=C1)(C1=CC=CC=C1)N1CCN(CC1)CCCN1C(=NC2=C1C=CC=C2)OCC